dimethylbenzoic acid methyl ester COC(C1=C(C(=CC=C1)C)C)=O